NCC=1C=NCN(C1)[C@@H]1O[C@@H]([C@H](C1)O[Si](C)(C)C(C)(C)C)CO[Si](C)(C)C(C)(C)C 5-(aminomethyl)-1-((2R,4S,5R)-4-((tert-butyldimethylsilyl)oxy)-5-(((tert-butyldimethylsilyl)oxy)methyl)tetrahydrofuran-2-yl)pyrimidine